CCCCCCCCC(CCCCCCCCC)O (Z)-9-octadecanol